OC1C(CN(CC1)C(=O)[O-])NC 4-hydroxy-3-(methylamino)piperidine-1-carboxylate